(4-((2S,5R)-4-((4-Chloro-3-fluorophenyl)(3,3-difluorocyclobutyl)methyl)-2,5-dimethylpiperazin-1-yl)-1H-[1,2,4]triazolo[3,4-b]purin-1-yl)-N,N-dimethylethan-1-amine ClC1=C(C=C(C=C1)C(N1C[C@@H](N(C[C@H]1C)C=1C=2N=CN(C2N2C(N1)=NN=C2)C(C)N(C)C)C)C2CC(C2)(F)F)F